N=C1N(CCN1)CP(O)=O [(2-iminoimidazolidin-1-yl)methyl]phosphinic acid